bis(p-azidobenzoyl)adipic acid N(=[N+]=[N-])C1=CC=C(C(=O)C(C(=O)O)(CCCC(=O)O)C(C2=CC=C(C=C2)N=[N+]=[N-])=O)C=C1